C1(=CC=C(C=C1)C=1CC(N=C(N1)C1=CC=CC=C1)C1=CC=C(C=C1)C1=CC=C(C2=CC=CC=C12)Cl)C1=CC=CC=C1 6-([1,1'-biphenyl]-4-yl)-4-(4-(4-chloronaphthalen-1-yl)phenyl)-2-phenyl-4,5-dihydropyrimidine